2,6-bis(2-ethylsulfanylethylsulfanylmethyl)pyridine C(C)SCCSCC1=NC(=CC=C1)CSCCSCC